tert-butyl 3-{[4-(2-hydroxyethyl)piperazin-1-yl]methyl}azetidine-1-carboxylate OCCN1CCN(CC1)CC1CN(C1)C(=O)OC(C)(C)C